BrC1=CC2=C(N=C(N=C2N[C@H](C)C2=C(C(=CC=C2)C(F)(F)F)C)S(=O)(=O)CC)C=N1 (R)-6-bromo-2-(ethylsulfonyl)-N-(1-(2-methyl-3-(trifluoromethyl)-phenyl)ethyl)pyrido[3,4-d]pyrimidin-4-amine